N-(3-chloro-5-(methylsulfonamido)phenyl)-4-(5-(3,3-difluoropyrrolidin-1-yl)pyrimidin-2-yl)-5-methylthiophene-2-carboxamide ClC=1C=C(C=C(C1)NS(=O)(=O)C)NC(=O)C=1SC(=C(C1)C1=NC=C(C=N1)N1CC(CC1)(F)F)C